(S)-(3,4-difluorophenyl)-ethylene oxide FC=1C=C(C=CC1F)[C@H]1CO1